N1(CCOCC1)C(CC=O)=O 3-(morpholin-4-yl)propane-1,3-dione